C(C1=CC=CC=C1)N1CC(CC1)(C(=O)O)NC(=O)OC(C)(C)C 1-benzyl-3-(tert-butoxycarbonylamino)pyrrolidine-3-carboxylic acid